(S)-1-(2-ACETYLHYDRAZINYL)-N,N-BIS(4-METHOXYBENZYL)-1-OXOOCT-7-ENE-4-SULFONAMIDE C(C)(=O)NNC(CC[C@H](CCC=C)S(=O)(=O)N(CC1=CC=C(C=C1)OC)CC1=CC=C(C=C1)OC)=O